C(CCC)OC([C@@H](N)C)=O L-alanine butyl ester